C(C)(=O)O[C@@H](COC1=CC=C(C=C1)S(=O)(=O)C1=CC(=C(C(=C1)Cl)OC[C@H](CS(=O)(=O)CC)OC(C)=O)Cl)CCl (S)-1-(4-((4-((R)-2-acetoxy-3-(ethylsulfonyl)propoxy)-3,5-dichlorophenyl) sulfonyl) phenoxy)-3-chloropropan-2-yl acetate